tert-Butyl 3-fluoro-4-(2-methoxy-2-oxoethylidene)piperidine-1-carboxylate FC1CN(CCC1=CC(=O)OC)C(=O)OC(C)(C)C